Cl.ClC1=C(C=CC=C1)S(=O)(=O)NC1=NC=C(C=C1)C1=NC=2C=NC(=NC2N(C1=O)C(C)C)NC1CC(C(CC1)N(C)C)F 2-chloro-N-(5-(2-((4-(dimethylamino)-3-fluorocyclohexyl)-amino)-8-isopropyl-7-oxo-7,8-dihydropteridin-6-yl)pyridin-2-yl)-benzenesulfonamide hydrochloride